3-(2-((4-(2-(4-chlorophenyl)-2,3-dihydrobenzo[b][1,4]dioxin-5-yl)piperidin-1-yl)methyl)-1-(oxazol-2-ylmethyl)-1H-imidazol-5-yl)acrylic acid ClC1=CC=C(C=C1)C1COC2=C(O1)C=CC=C2C2CCN(CC2)CC=2N(C(=CN2)C=CC(=O)O)CC=2OC=CN2